(R)-3-(((3R,5S)-1-(8-chloroquinolin-5-yl)-5-methylpiperidin-3-yl)amino)-1-methylpyrrolidin-2-one ClC=1C=CC(=C2C=CC=NC12)N1C[C@@H](C[C@@H](C1)C)N[C@H]1C(N(CC1)C)=O